FC(S(=O)(=O)OC1=NC=2CN(CCC2C(=C1)OS(=O)(=O)C(F)(F)F)C(=O)OCC1=CC=CC=C1)(F)F benzyl 2,4-bis(((trifluoromethyl) sulfonyl) oxy)-5,8-dihydro-1,7-naphthyridine-7(6H)-carboxylate